2-((1-(5-Hydroxy-2-oxo-2,3-dihydrobenzo[f]cinnolin-7-yl)ethyl)amino)benzoic acid methyl ester COC(C1=C(C=CC=C1)NC(C)C1=CC=CC=2C3=CC(NN=C3C(=CC21)O)=O)=O